COC(C(C)OC(C(C)OC=1C=CC2=C(N(C(S2)=O)C2=NC=C(C=C2Cl)C(F)(F)F)C1)=O)=O (3-(3-chloro-5-(trifluoromethyl)pyridin-2-yl)-2-oxo-2,3-dihydrobenzothiazol-5-yloxy)propionic acid-(1-methoxy-1-oxopropan-2-yl) ester